CN(CCCCC(CCCCCCO[Si](C(C)(C)C)(C)C)(CCCCCCO[Si](C(C)(C)C)(C)C)O)C 11-(4-(dimethylamino)butyl)-2,2,3,3,19,19,20,20-octamethyl-4,18-dioxa-3,19-disilaheneicosane-11-ol